pyridinyl-pyridine N1=C(C=CC=C1)C1=NC=CC=C1